[Si](C1=CC=CC=C1)(C1=CC=CC=C1)(C(C)(C)C)OC[C@@H]1C([C@@H]1CO)(C)C |r| rac-((1r,3s)-3-(((tert-butyldiphenylsilyl)oxy)methyl)-2,2-dimethylcyclopropyl)methanol